1-benzyl-4-(2,6-dimethylphenoxy)-5-(4,4,5,5-tetramethyl-1,3,2-dioxaborolan-2-yl)-1H-pyrazole C(C1=CC=CC=C1)N1N=CC(=C1B1OC(C(O1)(C)C)(C)C)OC1=C(C=CC=C1C)C